tert-Butyl (S)-(6-oxopiperidin-3-yl)carbamate O=C1CC[C@@H](CN1)NC(OC(C)(C)C)=O